(S)-1-((R)-2-((1-chloro-4-(o-tolyl)isoquinolin-7-yl)oxy)propanoyl)piperidine-3-carboxamide ClC1=NC=C(C2=CC=C(C=C12)O[C@@H](C(=O)N1C[C@H](CCC1)C(=O)N)C)C1=C(C=CC=C1)C